3-((5-((trimethylsilyl)ethynyl)pyridin-2-yl)oxy)azetidine-1-carboxylic acid tert-butyl ester C(C)(C)(C)OC(=O)N1CC(C1)OC1=NC=C(C=C1)C#C[Si](C)(C)C